benzyl 3-(3,4-dichlorophenyl)-3-hydroxy-pyrrolidine-1-carboxylate ClC=1C=C(C=CC1Cl)C1(CN(CC1)C(=O)OCC1=CC=CC=C1)O